2,2-difluoro-1-(6-fluoro-[1,2,4]triazolo[4,3-a]pyridin-7-yl)propane-1,3-diol FC(C(O)C1=CC=2N(C=C1F)C=NN2)(CO)F